COC1=CC=C(C=C1)CCN1C(NCCC1=O)=O 3-[(4-methoxyphenyl)ethyl]hexahydropyrimidine-2,4-dione